5-(1-((6-chloropyridazin-3-yl)methyl)-1H-1,2,3-triazol-4-yl)-1H-pyrrolo[2,3-b]pyridine ClC1=CC=C(N=N1)CN1N=NC(=C1)C=1C=C2C(=NC1)NC=C2